(E)-N-((E)-(S)-18-Chloro-9-oxo-8,10,17,19-tetraaza-tricyclo[14.2.1.02,7]nonadeca-1(18),2,4,6,12,16(19)-hexaen-15-yl)-3-(5-chloro-2-tetrazol-1-yl-phenyl)-acrylamide ClC=1NC=2[C@H](C/C=C/CNC(NC3=CC=CC=C3C1N2)=O)NC(\C=C\C2=C(C=CC(=C2)Cl)N2N=NN=C2)=O